NC1=CC=C(CNC(=O)[C@H]2N3C4=C(C=CC=C4C2)CC[C@@H](C3=O)NC([C@H]([C@H](CC)C)NC(COCCF)=O)=O)C=C1 (2S,5S)-5-{(2S,3S)-2-[2-(2-Fluoro-ethoxy)-acetylamino]-3-methyl-pentanoylamino}-4-oxo-1,2,4,5,6,7-hexahydro-azepino[3,2,1-hi]indole-2-carboxylic acid 4-amino-benzylamide